1-(4-(t-butoxy)-4-oxobutyl)-4-(ethoxycarbonyl)-1-methylpiperidin-1-ium iodide [I-].C(C)(C)(C)OC(CCC[N+]1(CCC(CC1)C(=O)OCC)C)=O